(-)-butanol C(CCC)O